C(C)(C)(C)OC(=O)N(C(OC(C)(C)C)=O)C1=NC2=CN=CC(=C2C=C1)O tert-butyl (tert-butoxycarbonyl)(5-hydroxy-1,7-naphthyridin-2-yl)carbamate